tert-butyl-(2-(4-ethynyl-2,6-dimethylphenoxy)ethoxy)dimethylsilane C(C)(C)(C)[Si](C)(C)OCCOC1=C(C=C(C=C1C)C#C)C